C(=CC)N1CCN(CC1)C1=NC=NC2=CC=C(C=C12)C=1C=C(C(=NC1)OC)NS(=O)(=O)C=1SC(=CC1)Cl N-(5-(4-(4-propenylpiperazin-1-yl)quinazolin-6-yl)-2-methoxypyridin-3-yl)-5-chlorothiophene-2-sulfonamide